8-fluoro-5-(piperidin-4-yl)isoquinoline FC=1C=CC(=C2C=CN=CC12)C1CCNCC1